(S)-N-(1-amino-1-oxopropan-2-yl)-2-methyl-5-((4-methylthiazol-5-yl)methoxy)benzofuran-3-carboxamide NC([C@H](C)NC(=O)C1=C(OC2=C1C=C(C=C2)OCC2=C(N=CS2)C)C)=O